COC=1C=C(CN(C2=CC(=NC=C2)CN2CCOCC2)CC2=CC(=CC=C2)N2CCCC2)C=CC1 N-(3-methoxybenzyl)-2-(morpholinomethyl)-N-(3-(pyrrolidin-1-yl)benzyl)pyridin-4-amine